4-chloro-1-(2-methoxyethyl)-N-(3-methyl-5-(phenylethynyl)pyridin-2-yl)-1H-pyrazole-5-carboxamide ClC=1C=NN(C1C(=O)NC1=NC=C(C=C1C)C#CC1=CC=CC=C1)CCOC